N[C@]1(CCN2CCCC[C@H]12)C(=O)O (1S,8aR)-1-aminooctahydroindolizine-1-carboxylic acid